[N+](=O)(OCCN1CCN(CC1)S(=O)(=O)C1=CC(=C(C=C1)OCC)C1=NN2C(C(N1)=O)=C(C(=C2CCC)/C=N/OCCO)C)[O-] (E)-2-(4-((4-ethoxy-3-(6-(((2-hydroxyethoxy)imino)methyl)-5-methyl-4-oxo-7-propyl-3,4-dihydropyrrolo[2,1-f][1,2,4]triazin-2-yl)phenyl)sulfonyl)piperazin-1-yl)ethyl nitrate